N-(3,5-Bis((E)-2-chloro-3-(trifluoromethyl)benzylidene)-4-oxocyclohexyl)-4-(2-(dimethylamino)ethoxy)benzamide ClC1=C(\C=C\2/CC(C\C(\C2=O)=C/C2=C(C(=CC=C2)C(F)(F)F)Cl)NC(C2=CC=C(C=C2)OCCN(C)C)=O)C=CC=C1C(F)(F)F